[Pt].[Mn] Manganese-Platinum